N-[(3S,4S)-1-(2,2-difluoroethyl)-3-methyl-4-piperidyl]-6-[3-(5-fluoro-4-mesyl-2-anisidino)-1-propynyl]-1-(2,2,2-trifluoroethyl)-1H-1,3-benzimidazole-4-carboxamide FC(CN1C[C@@H]([C@H](CC1)NC(=O)C1=CC(=CC=2N(C=NC21)CC(F)(F)F)C#CCNC=2C(OC)=CC(=C(C2)S(=O)(=O)C)F)C)F